FC=1C(=CC=C(C(=O)O)C1)C(F)(F)F 5-fluoro-4-(trifluoro-methyl)benzoic acid